[Sb]=O antimony-oxide